(methyl-d3)Urethane tridecanate C(CCCCCCCCCCCC)(=O)O.C([2H])([2H])([2H])NC(=O)OCC